BrC=1C=C(C=CC1)C1(CC(C1)OC)C(=O)NNC(NC)=S 2-((1r,3r)-1-(3-bromophenyl)-3-methoxycyclobutane-1-carbonyl)-N-methylhydrazine-1-carbothioamide